Cl.CS(=O)(=O)C1CC(C1)N 3-methylsulfonylcyclobutanamine hydrochloride salt